C[C@]12CC3(CC(C[C@@](C1)(C3)C)C2)NC(NC2=C(C=C(C(=O)N3C[C@H](CCC3)C(=O)OCC)C=C2)F)=O Ethyl (S)-1-(4-(3-((1r,3R,5S,7S)-3,5-dimethyladamantan-1-yl)ureido)-3-fluorobenzoyl)piperidine-3-carboxylate